benzyl (R)-2-((8-methylisoquinolin-1-yl) (piperidin-3-yl) carbamoyl)-2,9-diazaspiro[5.5]undecane-9-carboxylate CC=1C=CC=C2C=CN=C(C12)N(C(=O)N1CC2(CCC1)CCN(CC2)C(=O)OCC2=CC=CC=C2)[C@H]2CNCCC2